5-ethyl-2-fluoro-4-(4-fluoro-3-(4,5,6,7-tetrahydro-3H-imidazo[4,5-C]pyridin-2-yl)-1H-indazol-6-yl)phenol C(C)C=1C(=CC(=C(C1)O)F)C1=CC(=C2C(=NNC2=C1)C1=NC2=C(CNCC2)N1)F